2-amino-3-(4-imidazolyl)propanoic acid NC(C(=O)O)CC=1N=CNC1